(6S)-12-({5-[4-(2-oxopyrrolidin-1-yl)phenyl]-4-(trifluoromethyl)pyrimidin-2-yl}amino)-8-oxa-2,10-diazatricyclo[7.4.0.02,6]trideca-1(9),10,12-trien-3-one O=C1N(CCC1)C1=CC=C(C=C1)C=1C(=NC(=NC1)NC=1C=NC=2OC[C@@H]3CCC(N3C2C1)=O)C(F)(F)F